(Z)-3-(5-(5-(4-(2-(4-(1-(4-hydroxyphenyl)-2-phenylbut-1-en-1-yl)phenoxy)ethyl)piperazin-1-yl)-5-oxopentyl)-1-oxoisoindolin-2-yl)piperidine-2,6-dione OC1=CC=C(C=C1)/C(=C(\CC)/C1=CC=CC=C1)/C1=CC=C(OCCN2CCN(CC2)C(CCCCC=2C=C3CN(C(C3=CC2)=O)C2C(NC(CC2)=O)=O)=O)C=C1